C(C(=C)C)(=O)OC(C)C(CC)C 3-methyl-2-pentyl methacrylate